furan-2-sulfonamide O1C(=CC=C1)S(=O)(=O)N